3-octadecoxyethylene oxide CCC(CCCCCCCCCCCCCCC)OC1CO1